1-(2-fluoro-4,5-dimethyl-phenyl)-3-[(1S)-1-(2-pyrimidin-2-yl-1,2,4-triazol-3-yl)ethyl]urea FC1=C(C=C(C(=C1)C)C)NC(=O)N[C@@H](C)C=1N(N=CN1)C1=NC=CC=N1